2-(1-((tert-butoxycarbonyl)methylamino)methyl)cyclopropane C(C)(C)(C)OC(=O)CNCC1CC1